BrC=1C=CC(=NC1)C(C(CN1N=C(N=C1)C(F)(F)F)(O)C1=C(C=CC=C1)F)(F)F 1-(5-bromopyridin-2-yl)-1,1-difluoro-2-(2-fluorophenyl)-3-(3-(trifluoromethyl)-1H-1,2,4-triazol-1-yl)propan-2-ol